N(=C=O)CC[Si](C)(OC)OC (2-isocyanatoethyl)dimethoxy(methyl)silane